3-(4-Fluoro-2-methylphenoxy)-5-methyl-N-(3-(methylthio)phenyl)-6-(trifluoromethyl)pyridazine-4-carboxamide FC1=CC(=C(OC=2N=NC(=C(C2C(=O)NC2=CC(=CC=C2)SC)C)C(F)(F)F)C=C1)C